COC1(COC1)C1=CC=C(C=C1)C(=O)N1CCN(CC1)C1=NC=C(C=C1)C(F)(F)F (4-(3-methoxyoxetan-3-yl)phenyl)(4-(5-(trifluoromethyl)pyridin-2-yl)piperazin-1-yl)methanone